FC=1C=NN(C1)CC1(CC1)CO (1-((4-fluoro-1H-pyrazol-1-yl)methyl)cyclopropyl)methanol